NC1=CC(=NC=C1)N(C(C)=O)C1=CC(=C(C=C1)F)C#N N-(4-aminopyridin-2-yl)-N-(3-cyano-4-fluorophenyl)acetamide